5-(1-methyl-1H-imidazole-5-carboxamido)-2-oxohexanediamide CN1C=NC=C1C(=O)NC(CCC(C(=O)N)=O)C(=O)N